3-((((2R,5S)-5-(4-chlorobenzyl)-4-(4-(4,5-dimethylthiazol-2-yl)cyclohexyl)morpholin-2-yl)methyl)sulfonyl)propanoic acid hydrochloride Cl.ClC1=CC=C(C[C@H]2CO[C@H](CN2C2CCC(CC2)C=2SC(=C(N2)C)C)CS(=O)(=O)CCC(=O)O)C=C1